ClC1=C(C(=O)NC2=NN(C=N2)CC2=CC=C(C=C2)OC)C(=CC=C1)C 2-chloro-N-(1-(4-methoxybenzyl)-1H-1,2,4-triazol-3-yl)-6-methylbenzamide